[Br-].NN=C(N(N)N)N triaminoguanidine bromide